NC1=NC=C(C=C1NC(C1=CC(=CC=C1)NC1=CC=C(C=C1)C=1N=NC=CC1)=O)C(F)(F)F N-(2-amino-5-(trifluoromethyl)pyridin-3-yl)-3-((4-(pyridazin-3-yl)phenyl)amino)benzamide